FC1=CC=C(C=C1)S(=O)(=O)N1CCC(CC1)C=1C=C2C(=C(NC2=CC1)C1=CC(=NC=C1)C)C(C)C 5-(1-((4-fluorophenyl)sulfonyl)piperidin-4-yl)-3-isopropyl-2-(2-methylpyridin-4-yl)-1H-indole